[Pd].C(C)(C)(C)P(C(C)(C)C)C(C)(C)C.C(C)(C)(C)P(C(C)(C)C)C(C)(C)C bis(tri-tert-butyl-phosphine) palladium